CN([C@H]1CN(CC1)C=1C2=CN(N=C2C(=C(C1)F)C(=O)NC=1C=C(C=2N(C1)C=C(N2)C)F)C)C 4-[(3R)-3-(dimethylamino)pyrrolidin-1-yl]-6-fluoro-N-{8-fluoro-2-methylimidazo[1,2-a]pyridin-6-yl}-2-methylindazole-7-carboxamide